CC(C=C)C(CC)C 3,4-dimethylhexene